C1(CC1)C(=O)NC1=C(C(=O)N)C=CC=C1 cyclopropane-1-carboxamidobenzamide